ClC=1C=CC=2N(N1)C=CN2 6-chloroimidazo[1,2-B]pyridazine